O=C1NC(CCC1N1C(C2=CC=CC(=C2C1)C#CCOCCOCCNC(OC(C)(C)C)=O)=O)=O tert-butyl (2-(2-((3-(2-(2,6-dioxopiperidin-3-yl)-1-oxoisoindolin-4-yl)prop-2-yn-1-yl)oxy)ethoxy)ethyl)carbamate